FC1=CC=C(C=C1)C=1N=C(SC1)C=1N=C(SC1)N (4-fluorophenyl)-[2,4'-bithiazole]-2'-amine